N[C@H]1CN(CCC1)C(=O)C1=NN(C(=C1)C1=CC=C(C#N)C=C1)C1=C(C=C(C=C1)C)F (R)-4-(3-(3-Aminopiperidin-1-carbonyl)-1-(2-fluoro-4-methylphenyl)-1H-pyrazol-5-yl)benzonitril